O=C(CC(C(=O)O)CC(=O)O)OC=C 2-(2-oxo-2-(vinyloxy)ethyl)succinic acid